NCCOC=1C=CC(=C(C(=O)N[C@H](C)C2=CC=CC3=CC=CC=C23)C1)C (R)-5-(2-aminoethoxy)-2-methyl-N-(1-(naphthalen-1-yl)ethyl)benzamide